4-[[2-(5-chloro-2-hydroxy-phenyl)acetyl]amino]-N-(3-cyanotetrahydrofuran-3-yl)pyridine-2-carboxamide ClC=1C=CC(=C(C1)CC(=O)NC1=CC(=NC=C1)C(=O)NC1(COCC1)C#N)O